COC1=CC=C(CN2N=C3C=4N(C(CC3=C2C(F)(F)F)C)C(=NC4)C(C)=O)C=C1 1-(2-(4-methoxybenzyl)-5-methyl-3-(trifluoromethyl)-4,5-dihydro-2H-imidazo[1,5-a]pyrazolo[3,4-c]pyridin-7-yl)ethan-1-one